BrC=1C=CC(=C(C1)C(C(=O)OC(C)(C)C)N1C(C=C(C=C1)C(F)(F)F)=O)F tert-butyl 2-(5-bromo-2-fluorophenyl)-2-[2-oxo-4-(trifluoromethyl)pyridin-1-yl]acetate